4,4'-dihydroxydiphenyl-2,2-propane carbonate CC1(OC(=O)O1)C(C2=CC=C(C=C2)O)C3=CC=C(C=C3)O